8-bromo-3-[2,6-dichloro-4-(1-methylpyrazol-4-yl)benzoyl]-1,4-dihydroquinazolin-2-one BrC=1C=CC=C2CN(C(NC12)=O)C(C1=C(C=C(C=C1Cl)C=1C=NN(C1)C)Cl)=O